CC1(N(CCC(C1)C1=CC=CC=C1)C(=O)NCCCCC1=CC=CC=C1)C 2,2-dimethyl-4-phenyl-N-(4-phenylbutyl)piperidine-1-carboxamide